NC=1C2=C(NC(C1C1=NC=3C(=NC(=CC3)C3CCN(CC3)C3CC3)N1)=O)SC=C2 4-amino-5-(5-(1-cyclopropylpiperidin-4-yl)-3H-imidazo[4,5-b]pyridin-2-yl)thieno[2,3-b]pyridin-6(7H)-one